(S)-2-(4-(6-((4-chloro-2-fluorobenzyl)oxy)-5-fluoropyridin-2-yl)-2,5-difluorobenzyl)-1-(4,4-dimethyltetrahydrofuran-3-yl)-4-fluoro-1H-benzo[d]imidazole-6-carboxylic acid ClC1=CC(=C(COC2=C(C=CC(=N2)C2=CC(=C(CC3=NC4=C(N3[C@@H]3COCC3(C)C)C=C(C=C4F)C(=O)O)C=C2F)F)F)C=C1)F